BrC1=CC=C(C=C1)N(C(=O)OC1=CC=C(C=C1)[N+](=O)[O-])C[C@H]1N(C[C@@H](C1)OS(=O)(=O)C1=CC=C(C)C=C1)C(=O)OC(C)(C)C tert-Butyl (2S,4R)-2-(((4-bromophenyl)((4-nitrophenoxy)carbonyl)amino)methyl)-4-(tosyloxy)pyrrolidine-1-carboxylate